CN(C(OC(C)(C)C)=O)CC=1C=NC(=CC1)C=1C=NC(=NC1)NC1=CC(=CC=C1)C1=NC2=C(N1)C=C(C=C2)C(F)(F)F tert-butyl methyl((6-(2-((3-(6-(trifluoromethyl)-1H-benzo[d]imidazol-2-yl)phenyl) amino)pyrimidin-5-yl)pyridin-3-yl)methyl)carbamate